octadecyl-bis(hydroxyethyl)amine C(CCCCCCCCCCCCCCCCC)N(CCO)CCO